[Cl-].[Mg+2].[Zn+2].[Cl-].[Cl-].[Cl-] zinc-magnesium chloride